ClC1=C(C=C(N=N1)N(C1=CC=CC=C1)C\C=C\Cl)C 6-chloro-N-[(2E)-3-chloroprop-2-en-1-yl]-5-methyl-N-phenylpyridazin-3-amine